C(C)N1CC2=CC(=CC=C2CC1)N(C=1C=CC(N(C1)C)=O)C(C)C 5-((2-ethyl-1,2,3,4-tetrahydroisoquinolin-7-yl)(isopropyl)amino)-1-methylpyridin-2(1H)-one